FC=1C(N(C=C(C1)C1=NC(=NC(=C1)C)S(=O)(=O)CCC(C)=O)CC1=CC(=C(C=C1)OC)F)=O 3-fluoro-1-(3-fluoro-4-methoxybenzyl)-5-(6-methyl-2-((3-oxobutyl)sulfonyl)pyrimidin-4-yl)pyridin-2(1H)-one